3-(3,4-difluoro-2-methoxyphenyl)-N-(2-(1,2-dihydroxyethyl)pyridin-4-yl)-4,5,5-trimethyltetrahydrofuran-2-carboxamide FC=1C(=C(C=CC1F)C1C(OC(C1C)(C)C)C(=O)NC1=CC(=NC=C1)C(CO)O)OC